2-(tert-butylamino)-4-(((1R,3R,4R)-3-hydroxy-4-methylcyclohexyl)amino)pyrimidine C(C)(C)(C)NC1=NC=CC(=N1)N[C@H]1C[C@H]([C@@H](CC1)C)O